ClC=1C(=C(C=CC1OC(F)F)NC=1C2=C(N=CN1)C=NC(=N2)N2CCNC1(CC1)C2)F N-[3-Chloro-4-(difluoromethoxy)-2-fluoro-phenyl]-6-(4,7-diazaspiro[2.5]octan-7-yl)pyrimido[5,4-d]pyrimidin-4-amine